2-(3-nitro-4-chlorophenyl)-5-(4-methoxybenzamido)-1,3,4-thiadiazole [N+](=O)([O-])C=1C=C(C=CC1Cl)C=1SC(=NN1)NC(C1=CC=C(C=C1)OC)=O